N-(4-iodo-1,3-diphenylbutyl)acrylamide ICC(CC(C1=CC=CC=C1)NC(C=C)=O)C1=CC=CC=C1